N1=C(C=CC=C1)C1=CC=C(C=C1)C1=NN=C2C=3N=CN(C3N=CN21)[C@@H]2O[C@@H]([C@@H]([C@@H]2O)O)CO (2R,3S,4R,5R)-2-{3-[4-(pyridin-2-yl)phenyl]-7H-[1,2,4]triazolo[3,4-i]purin-7-yl}-5-(hydroxymethyl)tetrahydrofuran-3,4-diol